C(C)(=O)OC=1C2=C(C(=NC1)Cl)CC(C2)CO[Si](C2=CC=CC=C2)(C2=CC=CC=C2)C(C)(C)C [6-[[tert-butyl(diphenyl)silyl]oxymethyl]-1-chloro-6,7-dihydro-5H-cyclopenta[c]pyridin-4-yl] acetate